CC1(NC(CC(C1)NCCCC)(C)C)C N-(2,2,6,6-tetramethyl-4-piperidinyl)butylamine